FC=1C(=C(C=C(C1)F)CNC(=O)C=1C(=NC(=C(C1)C=1C=CC=2N(N1)C=C(N2)NC(C)=O)C)C)OC2CCOCC2 N-{[3,5-difluoro-2-(oxan-4-yloxy)phenyl]methyl}-5-{2-acetamidoimidazo[1,2-b]pyridazin-6-yl}-2,6-dimethylpyridine-3-carboxamide